The molecule is a trisaccharide consisting of two beta-D-galactopyranose residues and a 2-acetamido-2-deoxy-D-glucopyranose residue joined in sequence by (1->3) and (1->4) glycosidic bonds. It is an amino trisaccharide and a member of acetamides. It derives from a beta-D-Galp-(1->4)-D-GlcpNAc and a beta-(1->3)-galactobiose. CC(=O)N[C@@H]1[C@H]([C@@H]([C@H](OC1O)CO)O[C@H]2[C@@H]([C@H]([C@H]([C@H](O2)CO)O)O[C@H]3[C@@H]([C@H]([C@H]([C@H](O3)CO)O)O)O)O)O